2'-O-propargylguanosine-3'-phosphate P(=O)(O)(O)O[C@H]1[C@H]([C@@H](O[C@@H]1CO)N1C=NC=2C(=O)NC(N)=NC12)OCC#C